COC=1N=C(C2=CC=C(C=C2C1)C(=O)N[C@H](COC)C)C1=CC=C(C=C1)C(F)(F)F (S)-3-Methoxy-N-(1-methoxypropan-2-yl)-1-(4-(trifluoromethyl)phenyl)isoquinoline-6-carboxamide